FC([C@H](C1=CN(C2=CC(=CC=C12)C1=C(C=CC=C1)C(F)(F)F)CC(C)(C)C)NS(=O)(=O)C1CC(C1)([2H])[2H])F (S)-N-(2,2-difluoro-1-(1-neopentyl-6-(2-(trifluoromethyl)phenyl)-1H-indol-3-yl)ethyl)cyclobutane-1-sulfonamide-3,3-d2